C(C)C1=C(C(=CC=C1)CC)N1N=C2C(CN(CC2)C2=NC=C(C=C2F)C(F)(F)F)=C1C1=C2C=CNC2=C(C=C1F)OC 2-(2,6-diethylphenyl)-3-(5-fluoro-7-methoxy-1H-indol-4-yl)-5-[3-fluoro-5-(trifluoromethyl)-2-pyridinyl]-6,7-dihydro-4H-pyrazolo[4,3-c]pyridine